FC(C12CC(C1)(C2)N)F 3-(difluoromethyl)bicyclo[1.1.1]pentan-1-amine